methyl 4-amino-7-(benzyloxy)-1-(4-chlorophenyl)-1H-pyrazolo[4,3-c]pyridine-6-carboxylate NC1=NC(=C(C2=C1C=NN2C2=CC=C(C=C2)Cl)OCC2=CC=CC=C2)C(=O)OC